6-amino-3,4-dihydronaphthalen-1(2H)-one oxime NC=1C=C2CCCC(C2=CC1)=NO